S1C(=NC2=C1C=CC=C2)NC2=C(C1=C(N=N2)N(CCC1)C=1SC(=C(N1)C(=O)OC)CCCOC1=C(C=C(C=C1)C#C[Si](C)(C)C)F)C methyl 2-[3-(1,3-benzothiazol-2-ylamino)-4-methyl-6,7-dihydro-5H-pyrido[2,3-c]pyridazin-8-yl]-5-[3-[2-fluoro-4-(2-trimethylsilylethynyl) phenoxy]propyl]thiazole-4-carboxylate